2-bromo-1-(5-fluoro-1H-pyrrolo[2,3-b]pyridin-3-yl)ethan-1-one BrCC(=O)C1=CNC2=NC=C(C=C21)F